2-[2'-hydroxy-4'-(1''-ethylheptyl)oxyphenyl]benzotriazole ethyl-6-bromobenzofuran-3-carboxylate C(C)OC(=O)C1=COC2=C1C=CC(=C2)Br.OC2=C(C=CC(=C2)OC(CCCCCC)CC)N2N=C1C(=N2)C=CC=C1